N1(N=CC=C1)C=1C=C(CN2C3=NC(=NC=C3NC2=O)C2=C(C=CC=C2)C(C)C)C=CC1 9-(3-(1H-pyrazol-1-yl)benzyl)-2-(2-isopropylphenyl)-7,9-dihydro-8H-purin-8-one